4,4-bis(3-aminophenoxy)benzophenone NC=1C=C(OC2(CC=C(C(=O)C3=CC=CC=C3)C=C2)OC2=CC(=CC=C2)N)C=CC1